3,5-di-tert-butylbenzyl alcohol C(C)(C)(C)C=1C=C(CO)C=C(C1)C(C)(C)C